6-Chloro-8-(1-pyridin-2-ylmethyl-1H-pyrazol-4-yl)-9-(2,2,2-trifluoro-ethyl)-9H-pyrido[3,4-b]indole ClC=1C=C2C3=C(N(C2=C(C1)C=1C=NN(C1)CC1=NC=CC=C1)CC(F)(F)F)C=NC=C3